(S)-tert-butyl 3-((R)-1-hydroxy-2-nitroethyl)-7-(methoxymethoxy)-3,4-dihydroisoquinoline-2(1H)-carboxylate O[C@H](C[N+](=O)[O-])[C@H]1N(CC2=CC(=CC=C2C1)OCOC)C(=O)OC(C)(C)C